C(CCC)[C@@H]1N[C@H](C2=CC=C(C=C2C1)OC)C1=CC=C(C=C1)NC(OCCCCC)=O pentyl (4-((1S,3S)-3-butyl-6-methoxy-1,2,3,4-tetrahydroisoquinolin-1-yl)phenyl)carbamate